CSC1=CC=CC=C1 o-methylmercaptobenzene